(S)-N-(5-methoxy-2-methyl-[1,2,4]triazolo[1,5-a]pyrimidin-6-yl)-4-(3-methylpiperazin-1-yl)-2,3-dihydro-1H-pyrrolo[2,3-b]pyridine-1-carboxamide formate C(=O)O.COC1=NC=2N(C=C1NC(=O)N1CCC=3C1=NC=CC3N3C[C@@H](NCC3)C)N=C(N2)C